tri(octyl-cyclopentadienyl)phosphine C(CCCCCCC)C1(C=CC=C1)P(C1(C=CC=C1)CCCCCCCC)C1(C=CC=C1)CCCCCCCC